N-(5-(5-acetamido-1H-pyrazol-1-yl)-1,3,4-thiadiazol-2-yl)-3-(((1S,3R)-3-((tert-butyldiphenylsilyl)oxy)cyclopentyl)oxy)-4-(3-methoxypyridin-2-yl)-2-oxo-2H-pyran-6-carboxamide C(C)(=O)NC1=CC=NN1C1=NN=C(S1)NC(=O)C1=CC(=C(C(O1)=O)O[C@@H]1C[C@@H](CC1)O[Si](C1=CC=CC=C1)(C1=CC=CC=C1)C(C)(C)C)C1=NC=CC=C1OC